4-Methoxybutanenitrile COCCCC#N